4-(3-azabicyclo[3.1.1]heptan-6-yl)-2-(2,6-dioxopiperidin-3-yl)-6-fluoroisoindoline-1,3-dione C12CNCC(C1C1=C3C(N(C(C3=CC(=C1)F)=O)C1C(NC(CC1)=O)=O)=O)C2